CS(=O)(=O)O[C@H]1[C@@H](CCCC1)N(C)[C@H]1CN(CC1)C1=C(C=C(C=C1)Cl)F trans-2-(((R)-1-(4-chloro-2-fluorophenyl)pyrrolidin-3-yl)(methyl)amino)cyclohexyl methanesulfonate